heptyl-4-(3-chlorobenzylamino)-7-methoxychroman C(CCCCCC)C1OC2=CC(=CC=C2C(C1)NCC1=CC(=CC=C1)Cl)OC